2-((2-cyclohexylethylamino)methyl)aniline hydrochloride Cl.C1(CCCCC1)CCNCC1=C(N)C=CC=C1